BrC1=CC=C(OCC2COCC(O2)C(=O)OC)C=C1 methyl 6-((4-bromophenoxy)methyl)-1,4-dioxane-2-carboxylate